4-[1-[3-[4-(2,4-Difluorophenyl)phenyl]azetidine-1-carbonyl]pyrrolidin-3-yl]oxazolidin-2-one FC1=C(C=CC(=C1)F)C1=CC=C(C=C1)C1CN(C1)C(=O)N1CC(CC1)C1NC(OC1)=O